NC1=CC(=C(C=C1)S(=O)(=O)NC1=CC(=CC=C1)C(F)(F)F)OC 4-amino-2-methoxy-N-(3-(trifluoromethyl)phenyl)benzenesulfonamide